C(=CCC)C1=CC=CC=C1 (butenyl)benzene